2-[4-[(E)-3-Oxo-3-phenylprop-1-enyl]phenoxy]-4-phenylbutanoic acid O=C(/C=C/C1=CC=C(OC(C(=O)O)CCC2=CC=CC=C2)C=C1)C1=CC=CC=C1